[Na+].C(CN(CC(=O)[O-])CC(=O)[O-])N(CC(=O)[O-])CC(=O)[O-].[Fe+2].[Na+] sodium iron ethylenediaminetetraacetate sodium